(isopropoxy)germanium tert-butyl-(1-(4-(2,6-bis(benzyloxy)pyridin-3-yl)phenyl)azetidin-3-yl)carbamate C(C)(C)(C)N(C([O-])=O)C1CN(C1)C1=CC=C(C=C1)C=1C(=NC(=CC1)OCC1=CC=CC=C1)OCC1=CC=CC=C1.C(C)(C)O[Ge+]